CN1CCC(=CC1)C=1N(C=CC1)S(=O)(=O)C1=CC=C(C)C=C1 2-(1-methyl-1,2,3,6-tetrahydropyridin-4-yl)-1-p-toluenesulfonyl-1H-pyrrole